C(C)(C)(C)OC(=O)N1C[C@@H](CCC1)CN1C=NC2=C1N=NC(=C2)Cl.C2(=CC=CC=C2)[S+](C2=C(C=CC=C2)C(=O)OC)C2=CC=CC=C2 Diphenyl-(o-methoxycarbonylphenyl)sulfonium Tert-butyl-(3S)-3-({3-chloro-7H-imidazo[4,5-c]pyridazin-7-yl}methyl)piperidine-1-carboxylate